(1S,3S,4S)-2-(3-chloro-4H-thieno[3,2-b]pyrrole-5-carbonyl)-N-[(1R)-1-cyano-2-[(3S)-2-oxo-3-piperidyl]ethyl]-5,5-difluoro-2-azabicyclo[2.2.2]octane-3-carboxamide ClC1=CSC2=C1NC(=C2)C(=O)N2[C@@H]1CC([C@H]([C@H]2C(=O)N[C@H](C[C@H]2C(NCCC2)=O)C#N)CC1)(F)F